(S)-6-chloro-4-(cyclopropylethynyl)-7-((6-oxopyrimidin-1(6H)-yl)methyl)-4-(trifluoromethyl)-1,4-dihydro-2H-benzo[d][1,3]oxazin-2-one ClC1=CC2=C(NC(O[C@@]2(C(F)(F)F)C#CC2CC2)=O)C=C1CN1C=NC=CC1=O